ClC[C@H](CNC(OCC=C)=O)O Allyl N-[(2S)-3-chloro-2-hydroxy-propyl]carbamate